6-Chloro-3-((1-(3,6-dimethyl-2-(4-(methylsulfonyl)piperazin-1-yl)-4-oxo-3,4-dihydroquinazolin-8-yl)ethyl)amino)picolinic acid ClC1=CC=C(C(=N1)C(=O)O)NC(C)C=1C=C(C=C2C(N(C(=NC12)N1CCN(CC1)S(=O)(=O)C)C)=O)C